C(C)(=O)N1CC=2N(CC1)C(=NC2C=2C=CC=C1C=C(N=CC21)C=2C=CC(=NC2)C(=O)NCC2=CC(=CC=C2)C2=NC(=CC=C2)C(NC2C(NC(CC2)=O)=O)=O)CC 5-(8-(7-Acetyl-3-ethyl-5,6,7,8-tetrahydroimidazo[1,5-a]pyrazin-1-yl)isoquinolin-3-yl)-N-(3-(6-((2,6-dioxopiperidin-3-yl)carbamoyl)pyridin-2-yl)benzyl)picolinamide